(S)-7-cyclobutyl-2-(1H-pyrazol-4-yl)-4,5,7,8-tetrahydro-3-oxa-1-thia-5a,8-diazabenzo[cd]azulene-6,9-dione C1(CCC1)[C@H]1C(N2C=3C(=C(SC3C(N1)=O)C=1C=NNC1)OCC2)=O